(R)-3-((1-((6-chloropyridin-3-yl)amino)isoquinolin-6-yl)oxy)tetrahydrothiophene 1,1-dioxide ClC1=CC=C(C=N1)NC1=NC=CC2=CC(=CC=C12)O[C@H]1CS(CC1)(=O)=O